6-((1H-indazol-4-yl)methyl)-2-(1-hydroxy-1-phenylethyl)-4-methyl-4H-thiazolo[5',4':4,5]pyrrolo[2,3-d]pyridazin-5(6H)-one N1N=CC2=C(C=CC=C12)CN1N=CC2=C(C1=O)N(C1=C2SC(=N1)C(C)(C1=CC=CC=C1)O)C